trimethylammonioethyl methacrylate chloride [Cl-].C(C(=C)C)(=O)OCC[N+](C)(C)C